FC=1C=C(NCC=2C=C(C=CC2)C[C@H](C(=O)O)[C@@H]2CNCC2)C=C(C1)OC (2S)-3-[3-[(3-fluoro-5-methoxy-anilino)methyl]phenyl]-2-[(3R)-pyrrolidin-3-yl]propanoic acid